C(C=C)(=O)N1C(CN(CC1)C1=NC(=NC=2CC(CCC12)N1CCC2=C(C=CC=C12)C)OCCN(C)C)CC#N 2-(1-acryloyl-4-(2-(2-(dimethylamino)ethoxy)-7-(4-methylindolin-1-yl)-5,6,7,8-tetrahydroquinazolin-4-yl)piperazin-2-yl)acetonitrile